N[C@@H]1C=2C(=NC=CC2)CC12CCN(CC2)C2=NC(=C1C(=N2)NN=C1SC1=C(C(=NC=C1)C1CC1)Cl)C#N (S)-6-(5-amino-5,7-dihydrospiro[cyclopenta[b]pyridin-6,4'-piperidin]-1'-yl)-3-((3-chloro-2-cyclopropylpyridin-4-yl)thio)-1H-pyrazolo[3,4-d]pyrimidine-4-carbonitrile